C(C)(C)(C)OC(N(CC1=CC=C(C=C1)C1=NC=CC=C1)C1=CC(=NC=2N1N=CC2C2CC2)Cl)=O.COC=2C=C(C=C(C2OC)OC)P(Cl)C2=CC(=C(C(=C2)OC)OC)OC bis(3,4,5-trimethoxyphenyl)chlorophosphine tert-butyl-(5-chloro-3-cyclopropylpyrazolo[1,5-a]pyrimidin-7-yl)(4-(pyridin-2-yl)benzyl)carbamate